[Cl-].C1(CCCCC1)CN cyclohexylmethylamine chloride salt